4'-(trifluoromethyl)-[1,1'-biphenyl]-2-formaldehyde FC(C1=CC=C(C=C1)C=1C(=CC=CC1)C=O)(F)F